(tert-butyl-Phenyl)(dimethylfluorenyl)(diphenylfluorenyl)amine C(C)(C)(C)C1=C(C=CC=C1)N(C1=C(C(=CC=2C3=CC=CC=C3CC12)C1=CC=CC=C1)C1=CC=CC=C1)C1=C(C(=CC=2C3=CC=CC=C3CC12)C)C